(4S)- and (4R)-4-[4-(7H-pyrrolo[2,3-d]pyrimidin-4-yl)-1H-pyrazol-1-yl]pentanenitrile N1=CN=C(C2=C1NC=C2)C=2C=NN(C2)[C@H](CCC#N)C |r|